pyrazolo[5,1-b][1,3]oxazepine N1=CC=C2OC=CC=CN21